S1C=CC(=C1)C1=C(C(=C(C=C1)N(C1=CC=CC=C1)C1=CC=CC=C1)C=1C=CSC1)C=1C=CSC1 tri(4-thienyl)triphenylamine